O=C1NC(CCC1N1C(C2=CC=C(C=C2C1=O)OC(C(=O)O)CCC)=O)=O ((2-(2,6-dioxopiperidin-3-yl)-1,3-dioxoisoindolin-5-yl)oxy)pentanoic acid